CC1(OB(OC1(C)C)C=1C=C(C=CC1)C1=NC=CC=N1)C 2-(3-(4,4,5,5-tetramethyl-1,3,2-dioxaborolan-2-yl)phenyl)pyrimidine